FCCOC1CCC=CCCC1 5-(2-Fluoroethoxy)cycloocta-1-ene